COC1=CNC2=C1C(=CC=C2)O 3-methoxy-4-hydroxybenzazole